FC1=C(C=C(C=C1)F)C(/C=C(/C=O)\C)(CC=C(C)C)C (E)-4-(2,5-difluorophenyl)-2,4,7-trimethylocta-2,6-dienal